FC1=C(C=CC(=C1F)OC)C1=CN=C2N1C=CN=C2NC2=CC(=C(C(=O)NCC1CCN(CC1)CC(=O)NCC1CN(CC1)C(=O)OC(C)(C)C)C=C2)CC tert-butyl 3-((2-(4-((4-((3-(2,3-difluoro-4-methoxyphenyl)imidazo[1,2-a]pyrazin-8-yl)amino)-2-ethylbenzamido)methyl)piperidin-1-yl)acetamido)methyl)pyrrolidine-1-carboxylate